CC1=NC2=C(N1C(=O)NCCC1=CC=CC=C1)C=CC=C2 2-Methyl-N-phenethyl-1H-benzo[d]imidazole-1-carboxamide